4,4-difluoropiperidine-5-carboxamide FC1(CCNCC1C(=O)N)F